ClC1=NN(C=C1S(=O)(=O)C(C)(C)C1N(CCCC1)C(=O)NC1=NOC=C1)C (2-((3-chloro-1-methyl-1H-pyrazol-4-yl)sulfonyl)propan-2-yl)-N-(isoxazol-3-yl)piperidine-1-carboxamide